4-(1-(5-Phenylthieno[2,3-d]pyrimidin-4-yl)aminoethyl)benzenesulfonamide copper(II) [Cu+2].C1(=CC=CC=C1)C1=CSC=2N=CN=C(C21)NC(C)C2=CC=C(C=C2)S(=O)(=O)N